methyl 5-((6-amino-8-bromo-2-fluoro-9H-purin-9-yl)methyl)-2-bromobenzoate NC1=C2N=C(N(C2=NC(=N1)F)CC=1C=CC(=C(C(=O)OC)C1)Br)Br